BrC1=CC=C2C(OC(C2=C1)P(OC)(OC)=O)=O dimethyl (6-bromo-3-oxo-1,3-dihydroisobenzofuran-1-yl)phosphonate